(4,4'-bipyridine)-3-carboxylic acid methyl ester COC(=O)C=1C=NC=CC1C1=CC=NC=C1